S(=O)(=O)(O)OC[C@H](N)C(=O)O O-sulfo-serine